O[C@@H](COC=1C(=C(C(=C(C(=O)N)C1)NC1=C(C=C(C=C1)I)F)F)F)CO ((R)-2,3-dihydroxypropoxy)-3,4-difluoro-2-(2-fluoro-4-iodo-phenylamino)benzamide